1,1,1,3,3,3-Hexafluoropropan-2-yl 4-(7-cyclopropyl-5,6,7,8-tetrahydroimidazo[1,2-a]pyrazine-2-carboxamido)-4-methylpiperidine-1-carboxylate C1(CC1)N1CC=2N(CC1)C=C(N2)C(=O)NC2(CCN(CC2)C(=O)OC(C(F)(F)F)C(F)(F)F)C